Cl.NCCNC(=O)C1=CC2=C(N(C(=N2)NC=2OC3=C(N2)C=CC(=C3)OCCO)C)C=C1 N-(2-aminoethyl)-2-((6-(2-hydroxyethoxy)benzo[d]oxazol-2-yl)amino)-1-methyl-1H-benzo[d]imidazole-5-carboxamide hydrochloride